3-hydroxyDecanoic acid OC(CC(=O)O)CCCCCCC